2-((2-Acetaminophenyl)amino)-N-(3,4-dimethylphenyl)acetamide disodium [Na].[Na].N(C(=O)C)C1=C(C=CC=C1)NCC(=O)NC1=CC(=C(C=C1)C)C